CO[C@@H]1CC[C@H](CC1)CO trans-((1r,4r)-4-methoxycyclohexyl)methanol